1-(Cyclopropylimino)-4-(4-(((3S,4R)-4-fluoropyrrolidin-3-yl)amino)-6-methylquinazolin-2-yl)-2,3,4,5-tetrahydro-benzo[f][1,4]thiazepine C1(CC1)N=S1CCN(CC2=C1C=CC=C2)C2=NC1=CC=C(C=C1C(=N2)N[C@H]2CNC[C@H]2F)C